Cl.CN(C=1SC2=C(N=NC(=C2)C2=C(C=C(C=C2)C=2C=NNC2)O)N1)C1CC(NC(C1)(C)C)(C)C 2-{6-[Methyl-(2,2,6,6-tetramethylpiperidin-4-yl)amino][1,3]thiazolo[4,5-c]pyridazin-3-yl}-5-(1H-pyrazol-4-yl)phenol-Hydrochlorid